4-chloro-3-(6-cyano-4-methyl-pyridin-3-yl)-N-(2-hydroxy-phenyl)-N-methyl-benzamide ClC1=C(C=C(C(=O)N(C)C2=C(C=CC=C2)O)C=C1)C=1C=NC(=CC1C)C#N